((R)-1-(2,4-difluorophenyl)-3,4-dihydroisoquinolin-2(1H)-yl)((S)-1,4-oxazepan-7-yl)methanone FC1=C(C=CC(=C1)F)[C@@H]1N(CCC2=CC=CC=C12)C(=O)[C@@H]1CCNCCO1